N1N=CC=2C1=NC=C(C2)CN2CCC1=CC=C(C=C21)C(=O)NC2=CC(=C(C=C2)CN2CCN(CC2)C)C(F)(F)F 1-((1H-Pyrazolo[3,4-b]pyridin-5-yl)methyl)-N-(4-((4-methylpiperazin-1-yl)methyl)-3-(trifluoromethyl)phenyl)indolin-6-carboxamid